(2R,6S)-N-(2-{1-[(3-fluorophenyl)methyl]piperidin-4-yl}ethyl)-2,6-dimethyl-4-[2-(trifluoromethyl)pyrimidin-5-yl]piperazine-1-carboxamide FC=1C=C(C=CC1)CN1CCC(CC1)CCNC(=O)N1[C@@H](CN(C[C@@H]1C)C=1C=NC(=NC1)C(F)(F)F)C